2-amino-1-[4-(hydroxymethyl)phenyl]ethanone NCC(=O)C1=CC=C(C=C1)CO